C(C)(=O)OC1OC(OC(C1)C)C 2,6-dimethyl-m-dioxan-4-ol acetate